ClC=1C=C(C=C(C1OC=1N=NC(=C(C1)C(C)C)Cl)Cl)NC(CC(=O)O)C 3-((3,5-dichloro-4-((6-chloro-5-isopropylpyridazin-3-yl)oxy)phenyl)amino)butyric acid